2-(2-chloro-4-iodophenylamino)N-(cyclopropylmethoxy)-3,4-difluorobenzamide ClC1=C(C=CC(=C1)I)NC1=C(C(=O)NOCC2CC2)C=CC(=C1F)F